7-Hydroxy-4-(3-fluoroanilino)quinoline OC1=CC=C2C(=CC=NC2=C1)NC1=CC(=CC=C1)F